tert-butyl (2-(3-(2-(2,6-dioxopiperidin-3-yl)-1-oxoisoindolin-4-yl)propoxy)ethyl)carbamate O=C1NC(CCC1N1C(C2=CC=CC(=C2C1)CCCOCCNC(OC(C)(C)C)=O)=O)=O